2-(3-bromo-5-oxo-7H-pyrrolo[3,4-b]pyridin-6-yl)-2-[5-fluoro-2-(methoxymethoxy)phenyl]-N-(2-pyridyl)acetamide BrC=1C=C2C(=NC1)CN(C2=O)C(C(=O)NC2=NC=CC=C2)C2=C(C=CC(=C2)F)OCOC